FC=1C=C(C=C2CC(CC12)C=O)NC([O-])=O (7-fluoro-2-formyl-indan-5-yl)carbamate